C1(CC1)C1=CC=C(C(=N1)C(=O)O)NC(C)C=1C=C(C=C2C(C=C(OC12)N1CCC(CC1)(C)C)=O)C 6-Cyclopropyl-3-[1-[2-(4,4-dimethyl-1-piperidyl)-6-methyl-4-oxo-chromen-8-yl]ethylamino]pyridine-2-carboxylic acid